CN(CCNC(C1=C(C(=CC=C1N1[C@@H](CN(CC1)C(C1=C(C=C(C=C1)F)C(F)(F)F)=O)CC)C=1C(=NC=CC1)OCC)F)=O)C N-[2-(dimethylamino)ethyl]-3-(2-ethoxypyridin-3-yl)-6-[(2R)-2-ethyl-4-[4-fluoro-2-(trifluoromethyl)benzoyl]piperazin-1-yl]-2-fluorobenzamide